ClC1=C2C(=C(C(N(C2=CC=C1)C)=O)C(=O)N(C1=CC=CC=C1)CC)O 5-chloro-N-ethyl-4-hydroxy-1-methyl-2-oxo-N-phenylquinoline-3-carboxamide